C[Si](CCOCN1N=C(C(N(C1=O)C)=O)N[C@H]1[C@@H](CCCC1)OCC1=CC=CC=C1)(C)C 2-(5,5-dimethyl-2-oxa-5-silahex-1-yl)-6-{[(1R,2R)-2-(benzyloxy)cyclohexyl]amino}-4-methyl-3H,2H,5H,4H-1,2,4-triazine-3,5-dione